OCCOC1=C(C=C(C=O)C=C1)OC 4-(2-Hydroxyethoxy)-3-methoxy-benzaldehyd